CNC1COC(C2=CC(=CC=C12)N1N=CC(=C1)C(F)(F)F)(C)C N,1,1-trimethyl-7-(4-(trifluoromethyl)-1H-pyrazol-1-yl)isochroman-4-amine